2-chloro-5-cyclopropyl-4-(4-methoxyphenyl)thiazole ClC=1SC(=C(N1)C1=CC=C(C=C1)OC)C1CC1